6-cyano-5-methyl-N-(4-methyl-3-((3-(9-(tetrahydro-2H-pyran-2-yl)-9H-purin-6-yl)pyridin-2-yl)amino)phenyl)picolinamide C(#N)C1=C(C=CC(=N1)C(=O)NC1=CC(=C(C=C1)C)NC1=NC=CC=C1C1=C2N=CN(C2=NC=N1)C1OCCCC1)C